NC1=NC(=CC(=N1)B(O)O)C 2-AMINO-6-METHYLPYRIMIDINE-4-BORONIC ACID